N-(4-methyl-3-pyridyl)acetamide CC1=C(C=NC=C1)NC(C)=O